7-Azidoheptanamide N(=[N+]=[N-])CCCCCCC(=O)N